(R)-1-((S)-1-((1,3-dioxoisoindolin-2-yl)methyl)-8-(((S)-1-(thiazole-5-carbonyl)pyrrolidin-3-yl)oxy)-1,2,3,4-tetrahydroisoquinoline-2-carbonyl)piperidine-2-carboxylic acid O=C1N(C(C2=CC=CC=C12)=O)C[C@H]1N(CCC2=CC=CC(=C12)O[C@@H]1CN(CC1)C(=O)C1=CN=CS1)C(=O)N1[C@H](CCCC1)C(=O)O